ethyl 4,5-dibromo-1-({[(ethoxycarbonyl)amino]methanethioyl}amino)imidazole-2-carboxylate BrC=1N=C(N(C1Br)NC(=S)NC(=O)OCC)C(=O)OCC